9,10-bis(mercaptoethyl)anthracene SCCC=1C2=CC=CC=C2C(=C2C=CC=CC12)CCS